COC1=C(C=C(C=C1)OC(F)(F)F)NC(=O)NC1CC2(CN(C2)C(=O)C=2C=NN3C2C=CC=C3)C1 1-(2-methoxy-5-(trifluoromethoxy)phenyl)-3-(2-(pyrazolo[1,5-a]pyridine-3-carbonyl)-2-azaspiro[3.3]heptan-6-yl)urea